3-((4-((3-carbamoyl-6-(2,6-difluorophenyl)pyridazin-4-yl)amino)-1H-pyrazol-1-yl)methyl)azetidine-1-carboxylic acid tert-butyl ester C(C)(C)(C)OC(=O)N1CC(C1)CN1N=CC(=C1)NC1=C(N=NC(=C1)C1=C(C=CC=C1F)F)C(N)=O